2-((((9H-Fluoren-9-yl)methoxy)carbonyl)amino)-3-((tert-butyldimethylsilyl)oxy)-4-oxo-4-(tritylamino)butanoic acid C1=CC=CC=2C3=CC=CC=C3C(C12)COC(=O)NC(C(=O)O)C(C(NC(C1=CC=CC=C1)(C1=CC=CC=C1)C1=CC=CC=C1)=O)O[Si](C)(C)C(C)(C)C